(1R,3R,5R)-2-(2-acetamidobenzoyl)-N-((R)-cyclopropyl(2-fluoro-4-(trifluoromethyl)phenyl)methyl)-2-azabicyclo[3.1.0]hexane-3-carboxamide C(C)(=O)NC1=C(C(=O)N2[C@@H]3C[C@@H]3C[C@@H]2C(=O)N[C@@H](C2=C(C=C(C=C2)C(F)(F)F)F)C2CC2)C=CC=C1